7,7-dimethyl-5,6,7,8-tetrahydroquinazoline-2,4(1H,3H)-dione CC1(CCC=2C(NC(NC2C1)=O)=O)C